S(=O)(C1=CC=C(C=C1)N)(=O)[O-].[K+] potassium sulfanilate